(3,3-Difluoroazetidin-1-yl)-(7-phenyl-6,7-dihydro-5H-pyrrolo[1,2-b][1,2,4]triazol-2-yl)methanone FC1(CN(C1)C(=O)C=1N=C2N(N1)CCC2C2=CC=CC=C2)F